(S)-2-(4-chloro-1-isopropyl-1H-pyrazol-5-yl)-4-(1-(4-(1-isopropyl-4-(trifluoromethyl)-1H-imidazol-2-yl)phenyl)ethyl)-6,7-dihydro-[1,2,4]triazolo[1,5-a]pyrimidin-5(4H)-one ClC=1C=NN(C1C1=NN2C(N(C(CC2)=O)[C@@H](C)C2=CC=C(C=C2)C=2N(C=C(N2)C(F)(F)F)C(C)C)=N1)C(C)C